4-(2-Azidoethyl)-1H-imidazole N(=[N+]=[N-])CCC=1N=CNC1